C(C)(C)(C)S(=O)\N=C\C(=O)[O-] (E)-2-((tert-butylsulfinyl)imino)acetate